N-(2,5-difluorophenyl)-6-(7,8-dimethyl-[1,2,4]triazolo[4,3-b]pyridazin-6-yl)-7,8-dihydro-5H-1,6-naphthyridin-3-amine FC1=C(C=C(C=C1)F)NC=1C=NC=2CCN(CC2C1)C=1C(=C(C=2N(N1)C=NN2)C)C